(2,4-dichlorophenyl)-N,6-dimethylquinazolin-2-amine ClC1=C(C=CC(=C1)Cl)C1=NC(=NC2=CC=C(C=C12)C)NC